(E)-3-(5-(2-bromo-1-(hydroxyimino)ethyl)-4-chloro-2-fluorophenyl)-1,5-dimethyl-6-thioxo-1,3,5-triazinE-2,4-dione BrC/C(=N/O)/C=1C(=CC(=C(C1)N1C(N(C(N(C1=O)C)=S)C)=O)F)Cl